C(C)(C)(C)OC(=O)N1CCN(CC1)C1=C(C(=CC(=C1)Br)NC=1SC(=NN1)C(F)F)N tert-butyl-4-[2-amino-5-bromo-3-[[5-(difluoromethyl)-1,3,4-thiadiazol-2-yl]amino]phenyl]piperazine-1-carboxylate